N1(C(CC2=CC=CC=C12)C(=O)[O-])C(=O)[O-] indoline-1,2-dicarboxylate